C(=O)(OC(C)(C)C)N(CCCC(=O)O)C 4-((Boc)(methyl)amino)butanoic acid